2,5-dichloro-N-(2-(((R)-3-methyl-1-((R)-5-methyl-4,8-dioxo-1,3,6,2-dioxazaborocan-2-yl)butyl)amino)-2-oxoethyl)benzamide ClC1=C(C(=O)NCC(=O)N[C@@H](CC(C)C)B2OC(CN[C@@H](C(O2)=O)C)=O)C=C(C=C1)Cl